CN1C(C2=CN=CC=C2C(=C1)C1=CC=C(OC2CCN(CC2)CC2CCN(CC2)C(=O)OC(C)(C)C)C=C1)=O tert-butyl 4-((4-(4-(2-methyl-1-oxo-1,2-dihydro-2,7-naphthyridin-4-yl) phenoxy)piperidin-1-yl)methyl)piperidine-1-carboxylate